ClC=1C=C2N=C(C=3N(C2=CC1C(=O)OC)C(=NC3)C)NCC3=C(C=C(C=C3)OC)OC Methyl 7-chloro-4-((2,4-dimethoxybenzyl) amino)-1-methylimidazolo[1,5-a]quinoxalin-8-carboxylate